C1(=CC=CC=C1)C=1N(C(=C(N1)C1=CC=CC=C1)C(C)=O)C1=C(C=CC=C1)C 1-(2,4-diphenyl-1-(o-tolyl)-1H-imidazol-5-yl)ethan-1-one